2-(1-(1,3-dioxoisoindolin-2-yl)cyclopropyl)acetaldehyde O=C1N(C(C2=CC=CC=C12)=O)C1(CC1)CC=O